N-(2,5-dichloropyrimidin-4-yl)-N-(4-(methylsulfonyl)benzo[d]thiazol-5-yl)methanesulfonamide ClC1=NC=C(C(=N1)N(S(=O)(=O)C)C=1C=CC2=C(N=CS2)C1S(=O)(=O)C)Cl